r-terephthaloyl chloride C(C1=CC=C(C(=O)Cl)C=C1)(=O)Cl